(S)-N,N-dimethyl-3-(2-(pyridin-3-yl)pyrrolidin-1-yl)propan-1-amine CN(CCCN1[C@@H](CCC1)C=1C=NC=CC1)C